FC1=C(C(=CC=C1)F)C1NCC2NNC(N2C2SC3CCCC3C12)C 9-(2,6-difluorophenyl)-3-methyl-16-thia-2,4,5,8-tetraazatetracyclo[8.6.0.02,6.011,15]hexadecan